diepoxy-β-carotene C12C3(C(O1)O2)CCCC(C)=C3\C=C\C(\C)=C\C=C\C(\C)=C\C=C\C=C(/C)\C=C\C=C(/C)\C=C\C3=C(C)CCCC3(C)C